C(C1=CC=CC=C1)N1N=CC(=C1)C(=O)N1CC2(CN(C2)C(=O)[C@@H]2C(C2)(C)C)[C@@H](C1)C(=O)N[C@H](C(=O)NC)[C@@H](C)O (S)-6-(1-benzyl-1H-pyrazole-4-carbonyl)-2-((S)-2,2-dimethylcyclopropane-1-carbonyl)-N-((2S,3r)-3-hydroxy-1-(methylamino)-1-oxobutan-2-yl)-2,6-diazaspiro[3.4]Octane-8-carboxamide